CC1(C=C(CC1)OS(=O)(=O)C(F)(F)F)C 3,3-dimethylcyclopent-1-en-1-yl-triflic acid